CC1(N=C(OC1=O)C=C)C 4,4-dimethyl-2-vinyl-2-oxazolin-5-one